C(C)(C)(C)OC(=O)N1C(C[C@H]([C@@H](C1)N)C1=CC(=C(C=C1)F)F)CC(=O)NC (4S,5S)-5-amino-4-(3,4-difluorophenyl)-2-(2-(methylamino)-2-oxoethyl)piperidine-1-carboxylic acid tert-butyl ester